FC1(C\C(\C(CC1)=O)=C/C1=C(C=CC=C1)C=1N=CN(C1)C(C1=CC=CC=C1)(C1=CC=CC=C1)C1=CC=CC=C1)F (E)-4,4-difluoro-2-(2-(1-trityl-1H-imidazol-4-yl)benzylidene)cyclohexan-1-one